NC1=NC=2C=CC(=CC2C2=C1C=NN2C)C(=O)N(C)[C@@H]2COCC1=C2C=CC(=C1F)C(F)(F)F 4-amino-N-((4S)-8-fluoro-7-(trifluoro-methyl)-3,4-dihydro-1H-2-benzopyran-4-yl)-N,1-dimethyl-1H-pyrazolo[4,3-c]-quinoline-8-carboxamide